Hexadecanoic acid 7-[4-(4-benzo[b]thiophen-4-ylpiperazin-1-yl)butoxy]-4,4-dimethyl-2-oxo-3,4-dihydro-2H-quinolin-1-ylmethyl ester S1C2=C(C=C1)C(=CC=C2)N2CCN(CC2)CCCCOC2=CC=C1C(CC(N(C1=C2)COC(CCCCCCCCCCCCCCC)=O)=O)(C)C